ClC=1N=C(OC1C(=O)N1[C@H](C2=C(CC1)NC=N2)C2=NN1C(C(=CC=C1)F)=C2)C(C)(C)O (R)-(4-chloro-2-(2-hydroxypropan-2-yl)oxazol-5-yl)(4-(4-fluoropyrazolo[1,5-a]pyridin-2-yl)-6,7-dihydro-1H-imidazo[4,5-c]pyridin-5(4H)-yl)methanone